C(=O)(O)C12COP(OC1)OC2 4-carboxyl-2,6,7-trioxa-1-phosphabicyclo[2.2.2]octane